FC(C1=CC=CC=2CCOC21)(F)F 7-(trifluoromethyl)-2,3-dihydrobenzofuran